(4-benzyloxy-4-oxobutyl)-[(1-tert-butoxycarbonylazetidin-3-yl)methyl]-(2-tert-butoxy-2-oxo-ethyl)-methyl-ammonium C(C1=CC=CC=C1)OC(CCC[N+](C)(CC(=O)OC(C)(C)C)CC1CN(C1)C(=O)OC(C)(C)C)=O